C=1(C(=CC=CC1)C(=O)O)C=1C(=CC=CC1)C(=O)O [1,1'-biphenyl]-2,2'-Dicarboxylic acid